CCCCC/C=C\C/C=C\C/C=C\CCCCC(=O)O[C@H](COC(=O)CCCCCCC/C=C\C/C=C\CCCC)COP(=O)([O-])OCC[N+](C)(C)C 1-(9Z,12Z-heptadecadienoyl)-2-(6Z,9Z,12Z-octadecatrienoyl)-glycero-3-phosphocholine